C(C)(C)(C)OC(=O)[C@]1(C[C@H](NCC1)C)CC1=NC(=C(C(=C1)C)F)NC1=NN(C(=C1)C)C(C)(C)C (2R,4R)-4-((6-((1-(tert-butyl)-5-methyl-1H-pyrazol-3-yl)amino)-5-fluoro-4-methylpyridin-2-yl)methyl)-2-methylpiperidine-4-carboxylic acid tert-butyl ester